(S)-6-(3-amino-6-(3-(dimethylamino)-2,3-dihydrobenzofuran-5-yl)-5-fluoropyrazin-2-yl)-4-fluoroisoquinolin-1(2H)-one NC=1C(=NC(=C(N1)F)C=1C=CC2=C([C@@H](CO2)N(C)C)C1)C=1C=C2C(=CNC(C2=CC1)=O)F